(S)-2-Chloro-6-methyl-N-(4-(morpholin-2-yl)-phenyl)-isonicotinamid ClC=1C=C(C(=O)NC2=CC=C(C=C2)[C@H]2CNCCO2)C=C(N1)C